CS(=O)(C1=C(C=C(C=C1)[N+](=O)[O-])C)=NCCCNC(OC(C)(C)C)=O tert-Butyl N-[3-[[methyl-(2-methyl-4-nitro-phenyl)-oxo-λ6-sulfanylidene]amino]propyl]-carbamate